FC1=CC(=CC=2N(C=NC21)CCF)C=2C=CN1N=C(N=C(C12)OC)NC1CCC2(COC2)CC1 5-(4-fluoro-1-(2-fluoroethyl)-1H-benzo[d]imidazol-6-yl)-4-methoxy-N-(2-oxaspiro[3.5]nonan-7-yl)pyrrolo[2,1-f][1,2,4]triazin-2-amine